F[C@H]1CN(CC[C@H]1NC1=CC=CN2C(=C(C=C12)C#CC=O)CC(F)(F)F)C 3-(8-(((3S,4R)-3-fluoro-1-methylpiperidin-4-yl)amino)-3-(2,2,2-trifluoroethyl)indolizine-2-yl)propynealdehyde